OC[C@H]1N(CCC1)C=1N=C(C2=C(N1)NC=C2C#N)NC=2N=CN(C2)C2=CC(=C(C(=C2)OC)OC)OC (S)-2-(2-(hydroxymethyl)pyrrolidin-1-yl)-4-((1-(3,4,5-trimethoxyphenyl)-1H-imidazol-4-yl)amino)-7H-pyrrolo[2,3-d]pyrimidine-5-carbonitrile